Butyl (4-(N-(4-Chloro-2,5-dimethoxyphenyl)sulfamoyl)-benzyl)carbamate ClC1=CC(=C(C=C1OC)NS(=O)(=O)C1=CC=C(CNC(OCCCC)=O)C=C1)OC